2-(2-(((3R,4S)-3-methyl-1-(methylsulfonyl)piperidin-4-yl)amino)-5-(trifluoromethyl)pyrimidin-4-yl)-5,6-dihydro-4H-thieno[2,3-c]pyrrol-4-one C[C@@H]1CN(CC[C@@H]1NC1=NC=C(C(=N1)C1=CC2=C(CNC2=O)S1)C(F)(F)F)S(=O)(=O)C